N-[rac-3,3-difluorocyclohexyl]aniline FC1(C[C@@H](CCC1)NC1=CC=CC=C1)F |r|